(R)-2-amino-6-(3-(3-(3-hydroxy-2-(hydroxymethyl)propoxy)-2,2-bis((3-hydroxy-2-(hydroxymethyl)propoxy)methyl)propyl)ureido)hexanamide N[C@@H](C(=O)N)CCCCNC(=O)NCC(COCC(CO)CO)(COCC(CO)CO)COCC(CO)CO